C(CC(C)C)N1C[C@@H](CCC1)N1C(NC2=C1C=C(C(=C2)C=2C=C(C=1N(C2)N=CN1)C)C)=O (R)-1-(1-Isopentylpiperidin-3-yl)-6-methyl-5-(8-methyl-[1,2,4]triazolo[1,5-a]pyridin-6-yl)-1,3-dihydro-2H-benzo[d]imidazol-2-on